BrC1=CC=C(C=C1)C1=NN2C(NC=C(C2=N1)C)=O 2-(4-bromophenyl)-8-methyl-[1,2,4]triazolo[1,5-c]pyrimidin-5(6H)-one